2-chloro-1-(4-cyclopropoxy-3-nitrophenyl)ethan-1-one ClCC(=O)C1=CC(=C(C=C1)OC1CC1)[N+](=O)[O-]